CC1(OB(OC1(C)C)C1=CC=C(C=C1)C1=CC2=CC=CC=C2C=C1)C 2-[4-(4,4,5,5-tetramethyl-1,3,2-dioxaborolan-2-yl)phenyl]naphthalene